alpha-trichloromethylbenzyl acetate C(C)(=O)OC(C1=CC=CC=C1)C(Cl)(Cl)Cl